OC1=C(C=O)C(=CC=C1)C 2-Hydroxy-6-methylbenzaldehyde